C[C@@H]1CC=2N=CN=C(C2CN1C1=C2C(=NC(=C1)C#N)NC=C2)C2CCN(CC2)S(=O)(=O)C (R)-4-(7-methyl-4-(1-(methylsulfonyl)piperidin-4-yl)-7,8-dihydro-pyrido[4,3-d]pyrimidin-6(5H)-yl)-1H-pyrrolo-[2,3-b]pyridine-6-carbonitrile